FC(CCC(=O)N1CC2CCC(C1)N2C=2N=NC(=CC2)C)(C2=CC(=NC=C2)OC)F 4,4-difluoro-4-(2-methoxypyridin-4-yl)-1-(8-(6-methylpyridazin-3-yl)-3,8-diazabicyclo[3.2.1]octan-3-yl)butan-1-one